(Z)-Isopropyl 7-((1R,5S,6R,7R)-3-butyl-7-((R)-3-hydroxy-5-phenylpentyl)-2,4-dioxa-3-borabicyclo[3.2.1]octan-6-yl)hept-5-enoate C(CCC)B1O[C@H]2[C@@H]([C@H]([C@@H](O1)C2)C\C=C/CCCC(=O)OC(C)C)CC[C@H](CCC2=CC=CC=C2)O